cis-2-{4-[(2R,4R)-4-fluoro-2-(hydroxymethyl)pyrrolidin-1-yl]piperidin-1-yl}-6-azaspiro[3.4]octane-6-carboxylic acid ethyl ester C(C)OC(=O)N1CC2(CC(C2)N2CCC(CC2)N2[C@H](C[C@H](C2)F)CO)CC1